racemic-trans-2-(dibenzylamino)cyclobutan-1-ol C(C1=CC=CC=C1)N([C@H]1[C@@H](CC1)O)CC1=CC=CC=C1 |r|